C(C)(C)(C)C(C)CC(C(CCC)C(C)(C)C)OP(O)O.ClC=1C(=NC(=NC1)C)NC1=C(C(=CC=C1C)OC)C 5-chloro-4-[(3-methoxy-2,6-dimethylphenyl)amino]-2-methyl-pyrimidine 2,5-di-tert-butyl-4-octylphosphite